N(=C=S)NC(OC)=O methyl isothiocyanatocarbamate